2,3-Di-methyl-3,4,5,6-tetrahydropyrimidin CC1=NCCCN1C